2,5-dibromopyridine-3-amine BrC1=NC=C(C=C1N)Br